C(CCCCCCC)N1C(NCC(=C1)C(=O)OCC)=O ethyl 1-octyl-2-oxo-1,2,3,4-tetrahydropyrimidine-5-carboxylate